tert-butyl 8-methyl-7-[2-({4-[2-(morpholin-4-yl)acetamido]phenyl}amino)-5H,6H,7H,8H-pyrido[3,4-d]pyrimidin-7-yl]-1H,2H,3H-pyrido[2,3-b][1,4]oxazine-1-carboxylate CC1=C(C=NC=2OCCN(C21)C(=O)OC(C)(C)C)N2CC=1N=C(N=CC1CC2)NC2=CC=C(C=C2)NC(CN2CCOCC2)=O